butyl ((2-(4-benzylpiperazin-1-yl)pyrimidin-5-yl)methyl)(methyl)carbamate C(C1=CC=CC=C1)N1CCN(CC1)C1=NC=C(C=N1)CN(C(OCCCC)=O)C